BrC1=CC=CC=2N(C(OC21)=O)C2C(NC(CC2)=O)=O 3-(7-Bromo-2-oxo-1,3-benzoxazol-3-yl)piperidine-2,6-dione